1-(7-(6-(Bis(4-methoxybenzyl)amino)-4-methylpyridin-2-yl)-2,8-difluoroquinazolin-4-yl)piperidine-4-carbonitrile COC1=CC=C(CN(C2=CC(=CC(=N2)C2=CC=C3C(=NC(=NC3=C2F)F)N2CCC(CC2)C#N)C)CC2=CC=C(C=C2)OC)C=C1